C(CCCCCCCCCCCC=CCCCCCCCC)(=O)OCCCCCCCCCCCCCCCC(=O)O 16-(docosa-13-enoyloxy)-hexadecanoic acid